5-(4-(3,4-dihydro-quinolin-1(2H)-yl)-6-morpholinopyridin-2-yl)pyrimidin-2-amine N1(CCCC2=CC=CC=C12)C1=CC(=NC(=C1)N1CCOCC1)C=1C=NC(=NC1)N